tert-butyl 4-[(2S)-2-[[8-(difluoromethoxy)quinazolin-4-yl]amino]propyl]piperazine-1-carboxylate FC(OC=1C=CC=C2C(=NC=NC12)N[C@H](CN1CCN(CC1)C(=O)OC(C)(C)C)C)F